CC1CCC(CC1)NC1=NC(=NC=C1C#N)NCCCN1C(CCCC1)C 4-(4-methylcyclohexylamino)-2-(3-(2-methylpiperidin-1-yl)propylamino)-pyrimidine-5-carbonitrile